ClC=1C=C(NC2(CCC3(C(=CC4=CC=C(C=C34)C=O)C[C@H](COCC3=CC=C(C=C3)OC)C)CC2)C(=O)O)C=CC1 (1r,4R)-4-(3-chloroanilino)-6'-formyl-2'-{(2R)-3-[(4-methoxyphenyl)methoxy]-2-methylpropyl}spiro[cyclohexane-1,1'-indene]-4-carboxylic acid